N(C1=CC=CC=C1)C1CCC(CC1)(CC#N)N1N=C(C(=C1)C(=O)N)NC(=O)C1CC1 1-[4-anilino-1-(cyanomethyl)cyclohexyl]-3-(cyclopropanecarbonylamino)pyrazole-4-carboxamide